2-[{hydrazinyl}[(2-hydroxyethyl)amino-methylidene]amino]-acetic acid N(N)C(NCCO)=NCC(=O)O